O=C(C(=O)NCC(=O)N[C@@H](CCC(N)=O)C(=O)OC)[C@H]1N(CCC1)C(CNC(=O)C1=CC=NC2=CC=CC=C12)=O Methyl (2-oxo-2-((S)-1-((quinoline-4-carbonyl)glycyl)pyrrolidine-2-yl)acetyl)glycyl-L-glutaminate